FC(S(=O)(=O)[O-])(F)F.C(CCCCCCCCC)(=O)OCC(CC(=O)OCCN(C(=O)N1C=[N+](C=C1)C)CCOC(CC(COC(CCCCCCCCC)=O)COC(CCCCCCCCC)=O)=O)COC(CCCCCCCCC)=O 1-(bis(2-((4-(decanoyloxy)-3-((decanoyloxy)methyl)butanoyl)oxy)ethyl)carbamoyl)-3-methyl-1H-imidazol-3-ium trifluoromethanesulfonate